tert-butyl 4-[3-(3-bromo-2-methyl-phenoxy)-2,2-difluoro-propyl]piperidine-1-carboxylate BrC=1C(=C(OCC(CC2CCN(CC2)C(=O)OC(C)(C)C)(F)F)C=CC1)C